NCCCCCCCCCCCCCCCCCCCC aminoicosane